6-[6-methoxy-5-({[2-(trifluoromethoxy)phenyl]methyl}carbamoyl)pyridin-3-yl]-N-(1-methyl-5-oxopyrrolidin-3-yl)-1H-indazole-3-carboxamide COC1=C(C=C(C=N1)C1=CC=C2C(=NNC2=C1)C(=O)NC1CN(C(C1)=O)C)C(NCC1=C(C=CC=C1)OC(F)(F)F)=O